CC(=C)C(=O)OCCCCCCCCCCCC[N+]1=CC=CC=C1.[Br-] 12-methacryloyloxydodecylpyridinium bromide